4-((1,4-dioxan-2-yl)methoxy)-1-((R)-1-(4-bromo-3-fluorophenyl)ethyl)-6-methylpyridin-2(1H)-one O1C(COCC1)COC1=CC(N(C(=C1)C)[C@H](C)C1=CC(=C(C=C1)Br)F)=O